FC1=C(C(=C(C(=C1[B-](C1=C(C(=C(C(=C1F)F)F)F)F)(C1=C(C(=C(C(=C1F)F)F)F)F)C1=C(C(=C(C(=C1F)F)F)F)F)F)F)F)F.C[PH+](CCCCCCCCCCCCCCCCCC)CCCCCCCCCCCCCCCCCC methyl-diOctadecylphosphonium tetrakis(pentafluorophenyl)borate